(2-methylbenzofuro[3,2-d]pyrimidin-4-yl)-L-proline CC=1N=C(C2=C(N1)C1=C(O2)C=CC=C1)N1[C@@H](CCC1)C(=O)O